N[C@H](C(=O)OC(C)C)C (S)-isopropyl 2-aminopropionate